3-(3-(4-(((3S,5R)-3,5-Dimethylpiperazin-1-yl)methyl)phenyl)-5-phenyl-3H-imidazo[4,5-b]pyridin-2-yl)pyridin-2-amine C[C@H]1CN(C[C@H](N1)C)CC1=CC=C(C=C1)N1C(=NC=2C1=NC(=CC2)C2=CC=CC=C2)C=2C(=NC=CC2)N